3-((9-bromo-2,8-dichloro-5,6-dihydro-4H-[1,4]oxazepino[5,6,7-de]quinazolin-4-yl)methyl)pyridin-2-amine BrC=1C(=C2C=3C(=NC(=NC3C1)Cl)N(CCO2)CC=2C(=NC=CC2)N)Cl